C[C@H]1CN(CCN1)C(=O)C=1N=C(SC1)C=1C=NN(C1)C=1C=NC=NC1 5-(4-{4-[(3S)-3-methylpiperazine-1-carbonyl]-1,3-thiazol-2-yl}-1H-pyrazol-1-yl)pyrimidine